FC(O[C@@H]1C[C@H](N(C1)C(CNC(CCCOC1=CC=C(C=C1)F)=O)=O)C(=O)OC)F methyl (2S,4R)-4-(difluoromethoxy)-1-((4-(4-fluorophenoxy)butanoyl)glycyl)pyrrolidine-2-carboxylate